C(C)(C)(CC)C1=C(OC2=C(C=CC=C2)NC(=O)C=2C(=NN(C2)C)C(F)F)C=C(C=C1)C N-(2-(2-tert-amyl-5-methylphenoxy)phenyl)-1-methyl-3-difluoromethyl-1H-pyrazole-4-carboxamide